2-[3-methyl-1-(2,2,2-trifluoroethyl)-1H-pyrazolo[3,4-d]pyrimidin-6-yl]-7-[2-(trifluoromethyl)pyrimidin-5-yl]-2,7-diazaspiro[4.4]nonane CC1=NN(C2=NC(=NC=C21)N2CC1(CC2)CN(CC1)C=1C=NC(=NC1)C(F)(F)F)CC(F)(F)F